ClC1=C(N=C(NC1=O)C1=CC=NC=C1)N1CCC2(COC2)C1 5-chloro-4-(2-oxa-7-azaspiro[3.4]octan-7-yl)-2-(4-pyridyl)-1H-pyrimidin-6-one